FC=1C(=CC=2C3=C(NC(C2C1)=O)COCC3N(C(=O)N3CC1=CC=CC=C1C3)C)F N-(8,9-difluoro-6-oxo-1,4,5,6-tetrahydro-2H-pyrano[3,4-c]isoquinolin-1-yl)-N-methylisoindoline-2-carboxamide